FC(C)(F)C=1C(NC=2C=C(C=NC2C1)CN1CCC(=CC1)C=1C(=NC(=CC1)C(=O)NC)F)=O 1'-((7-(1,1-difluoroethyl)-6-oxo-5,6-dihydro-1,5-naphthyridin-3-yl)methyl)-2-fluoro-N-methyl-1',2',3',6'-tetrahydro-[3,4'-bipyridine]-6-carboxamide